3-(1-(oxetan-2-ylmethyl)-1H-imidazol-5-yl)acrylic acid ethyl ester C(C)OC(C=CC1=CN=CN1CC1OCC1)=O